CP(OC=1C=CC=C2C(=CNC12)C1=NC(=NC=C1C(F)(F)F)NC1CNC1)([O-])([O-])C (3-(2-(azetidin-3-ylamino)-5-(trifluoromethyl) pyrimidin-4-yl)-1H-indol-7-yl) dimethylphosphite